4-chloro-2-(phenylmethoxymethyl)-7-(trifluoromethyl)-3H-imidazo[4,5-c]pyridine ClC1=NC=C(C2=C1NC(=N2)COCC2=CC=CC=C2)C(F)(F)F